5-(4-(trifluoromethyl)phenylsulfonylamino)thiazole-4-carboxylic acid FC(C1=CC=C(C=C1)S(=O)(=O)NC1=C(N=CS1)C(=O)O)(F)F